trans-4-(((trans-4-(3-Chloro-4-methoxyphenyl)cyclohexyl)-methyl)(3-(2-cyclopropylthiazol-5-yl)phenyl)carbamoyl)cyclohex-anecarboxylic acid ClC=1C=C(C=CC1OC)[C@@H]1CC[C@H](CC1)CN(C(=O)[C@@H]1CC[C@H](CC1)C(=O)O)C1=CC(=CC=C1)C1=CN=C(S1)C1CC1